2'-((4-amino-6-chloro-1,3-phenylenedisulfonyl)bis-(azanediyl))DIACETIC ACID NC1=C(C=C(C(=C1)Cl)S(=O)(=O)NCC(=O)O)S(=O)(=O)NCC(=O)O